alpha-ketomalonate O=C(C(=O)[O-])C(=O)[O-]